2-[[(2R,3R)-2-(2-Chloro-5-fluoro-3-methyl-phenyl)-1-(4-methoxyphenyl)pyrrolidin-3-yl]oxymethyl]pyrazine ClC1=C(C=C(C=C1C)F)[C@H]1N(CC[C@H]1OCC1=NC=CN=C1)C1=CC=C(C=C1)OC